C(C)(=O)OCCC(C=O)=C 4-acetoxy-2-methylene-butan-1-al